C(C)OC(C(C)SC(=S)C1=CC=CC=C1)=O Ethyl-2-(phenylcarbonothioylthio)-propionat